Cl[SiH2]O[SiH2]O[SiH2]O[SiH3] chloro-tetrasiloxane